(1S,2S,3S,4R,6S)-4-(acetoxymethyl)-6-propoxycyclohexane C(C)(=O)OC[C@@H]1CCC[C@@H](C1)OCCC